amino-glycine-isothiocyanate NNCC(=O)N=C=S